FC(C1=CC=C(C(=O)ON=C2CC(C2)C#N)C=C1)(F)F 3-cyanocyclobutan-1-one O-(4-(trifluoromethyl)benzoyl) oxime